C(#N)C1=CC=C(C=N1)C1=CN=CC(=N1)C(=O)N/N=C/C1=C(C=CC(=C1)OC)F (E)-6-(6-cyanopyridin-3-yl)-N'-(2-fluoro-5-methoxybenzylidene)pyrazine-2-carbohydrazide